O=C1[C@@]2(C=3C(=NC=CC3)N1COCC[Si](C)(C)C)C[C@@H]1[C@@H](CN=C1)C2 (3aR,5R,6aS)-2'-oxo-1'-((2-(Trimethylsilyl)ethoxy)methyl)-1',2',3a,4,6,6a-hexahydro-1H-spiro[cyclopenta[c]pyrrole-5,3'-pyrrolo[2,3-b]pyridine]